1,3-dimethyl-1λ6-benzo[2,1-e][1,2]thiazin-1-one CS1(=NC(=CC2=C1C=CC=C2)C)=O